C(=O)([O-])C(O)C(O)C(=O)[O-].[Na+].[K+] (+)-potassium sodium tartrate